E-4-bromo-7-chloro-1λ6-benzothiophene-1,1-dione BrC1=CC=C(C2=C1C=CS2(=O)=O)Cl